8-(2-chlorophenyl)-9-(4-chlorophenyl)-2-tetrahydropyran-3-yloxy-6-[4-(trifluoromethyl)-1-piperidyl]purine ClC1=C(C=CC=C1)C=1N(C2=NC(=NC(=C2N1)N1CCC(CC1)C(F)(F)F)OC1COCCC1)C1=CC=C(C=C1)Cl